9-(4-hydroxy-3-methoxyphenyl)-3,4,6,7,9,10-hexahydroacridine-1,8(2h,5h)-dione OC1=C(C=C(C=C1)C1C=2C(CCCC2NC=2CCCC(C12)=O)=O)OC